O1NC(N=C1)C(=O)N dihydro-1,2,4-oxadiazole-3-carboxamide